2-(((R)-1-(6-methyl-4-oxo-2-((R)-2-(4-(trifluoromethyl)phenyl)morpholino)-4H-chromen-8-yl)ethyl)amino)benzoic acid CC=1C=C2C(C=C(OC2=C(C1)[C@@H](C)NC1=C(C(=O)O)C=CC=C1)N1C[C@H](OCC1)C1=CC=C(C=C1)C(F)(F)F)=O